5-(6-methyl-7-(1-(tetrahydro-2H-pyran-4-yl)-1H-pyrazol-4-yl)imidazo[1,2-b]pyridazin-3-yl)-2-(pyrazin-2-yl)-1,8-naphthyridine CC=1C(=CC=2N(N1)C(=CN2)C2=C1C=CC(=NC1=NC=C2)C2=NC=CN=C2)C=2C=NN(C2)C2CCOCC2